C1(=CC=CC=C1)C(C)=NC1=CC=CC=C1 1-phenylethylideneaniline